N4-(6-(2,6-dimethylmorpholino)-5-fluoro-2-methylpyridin-3-yl)adamantane-1,4-diamine CC1OC(CN(C1)C1=C(C=C(C(=N1)C)NC1C2CC3(CC(CC1C3)C2)N)F)C